tert-butyl (2-(5-(2-oxo-6-(trifluoromethyl)-1,2-dihydropyridine-3-carboxamido)-5,6,7,8-tetrahydronaphthalen-1-yl)ethyl)carbamate O=C1NC(=CC=C1C(=O)NC1C=2C=CC=C(C2CCC1)CCNC(OC(C)(C)C)=O)C(F)(F)F